C(C(C)C)OC(C(C(C(=O)OCC(C)C)C(C)CC)(C(C)CC)C#N)=O 2-cyano-2,3-di-sec-butylbutanedioic acid diisobutyl ester